N[C@@H](CC1=CC(=CC(=C1)F)F)C1=NC2=CC(=CC=C2C(N1C=1C=CC(=C2C(=NN(C12)C)NS(=O)(=O)C)Cl)=O)C1=NC=CC(=N1)C(F)(F)F (S)-N-(7-(2-(1-amino-2-(3,5-difluorophenyl)ethyl)-4-oxo-7-(4-(trifluoromethyl)pyrimidin-2-yl)quinazolin-3(4H)-yl)-4-chloro-1-methyl-1H-indazol-3-yl)methanesulfonamide